C(C)(C)NC=1SC(=C(N1)C)C=1C=CC(=C(C1)S(=O)(=O)NC=1C=NC(=CC1C)OC)OC 5-[2-(isopropylamino)-4-methyl-thiazol-5-yl]-2-methoxy-N-(6-methoxy-4-methyl-3-pyridyl)benzenesulfonamide